ClC=1C=C(C(=O)NC2=C(N=NS2)C(=O)NC(C)(C)C2=CC=CC=C2)C=CC1 5-(3-chlorobenzamido)-N-(2-phenylpropan-2-yl)-1,2,3-thiadiazole-4-carboxamide